C(\C(\C)=C/C(=O)[O-])(=O)[O-].C(CCC)[N+](CCCC)(CCCC)CCCC.C(CCC)[N+](CCCC)(CCCC)CCCC bistetrabutylammonium citraconate